N,N-dimethyl-2-(methylamino)-4-phenylthiazole-5-carboxamide CN(C(=O)C1=C(N=C(S1)NC)C1=CC=CC=C1)C